tert-butyl {2-[2-(aminomethyl)-1-{[2-(trimethylsilyl)ethoxy]methyl}-1H-benzimidazol-5-yl]ethyl}carbamate NCC1=NC2=C(N1COCC[Si](C)(C)C)C=CC(=C2)CCNC(OC(C)(C)C)=O